COC1=C(C(=CC(=C1)C)C)C1=CC=C2C=CC(=NC2=N1)C1CC(CNC1)CC(=O)OC methyl 2-[5-[7-(2-methoxy-4,6-dimethyl-phenyl)-1,8-naphthyridin-2-yl]-3-piperidyl]acetate